methyl (Z)-N'-((Z)-(3-(4-chlorophenyl)-4-phenyl-5,6-dihydropyridazin-1(4H)-yl)(((4-(trifluoromethoxy)phenyl)sulfonyl)imino)methyl)carbamimidothioate ClC1=CC=C(C=C1)C1=NN(CCC1C1=CC=CC=C1)\C(\N=C(\N)/SC)=N/S(=O)(=O)C1=CC=C(C=C1)OC(F)(F)F